NC=1C=C(C(=O)OC)C=CC1C=1N=NN(N1)C1=CC=C(C=C1)CCN(CC=1C=C2C=NN(C2=CC1)C)C Methyl 3-amino-4-(2-(4-(2-(methyl((1-methyl-1H-indazol-5-yl)methyl)amino)ethyl)phenyl)-2H-tetrazol-5-yl)benzoate